1-(6-(2,2,2-trifluoroethoxy)pyridin-3-yl)propan FC(COC1=CC=C(C=N1)CCC)(F)F